2-(3-nitro-1H-1,2,4-triazol-1-yl)-5-(trifluoromethyl)pyridine [N+](=O)([O-])C1=NN(C=N1)C1=NC=C(C=C1)C(F)(F)F